5-(4-((1,1-dioxidothiomorpholino)methyl)phenyl)-2-oxo-6-(trifluoromethyl)-1,2-dihydropyridine-3-carboxamide O=S1(CCN(CC1)CC1=CC=C(C=C1)C=1C=C(C(NC1C(F)(F)F)=O)C(=O)N)=O